NC1=C(C=NC=N1)C1=CC(=C(C=C1)OCC1=CC=CC=C1)F 6-Amino-5-(4-benzyloxy-3-fluoro-phenyl)-pyrimidin